6-bromo-4-fluoro-2-methyl-1-piperidin-4-ylbenzimidazole BrC=1C=C(C2=C(N(C(=N2)C)C2CCNCC2)C1)F